C(C)O[C@@H]1CC[C@H](CC1)NC1=NN2C(C=N1)=C(C=C2)C=2C=C1C(=NC2)N=C(N1C1CCOCC1)C N-(trans-4-ethoxycyclohexyl)-5-(2-methyl-1-(tetrahydro-2H-pyran-4-yl)-1H-imidazo[4,5-b]pyridin-6-yl)pyrrolo[2,1-f][1,2,4]triazin-2-amine